O=C(C(=O)[O-])[C@@H](CC)C (R)-2-keto-3-methyl-valerate